FC1=CC=C2C=C(C=C(C2=C1C#C[Si](C(C)C)(C(C)C)C(C)C)C1=CC=2N=C(N=CC2C(=N1)N(CCC1=CC=CC=C1)C)SC)OCOC 7-(7-fluoro-3-(methoxymethoxy)-8-((triisopropylsilyl)ethynyl)naphthalen-1-yl)-N-methyl-2-(methylthio)-N-phenethylpyrido[4,3-d]pyrimidin-5-amine